C(C)N1C2=C([C@@H]([C@@H](C1=O)NC(C1=CC(=CC=C1)C(F)(F)F)=O)C1=CC=C(C=C1)F)C(=NN2C2=CC=CC=C2)CN2[C@@H](CCC2=O)C(=O)N (S)-1-(((4S,5S)-7-ethyl-4-(4-fluorophenyl)-6-oxo-1-phenyl-5-(3-(trifluoromethyl)benzamido)-4,5,6,7-tetrahydro-1H-pyrazolo[3,4-b]pyridin-3-yl)methyl)-5-oxopyrrolidine-2-carboxamide